C(C)(C)(C)OC(=O)N1CCC(CC1)C=1C(=NC(=C(C1)\C=C\CO)Cl)OC (E)-4-(6-chloro-5-(3-hydroxyprop-1-enyl)-2-methoxypyridin-3-yl)piperidine-1-carboxylic acid tert-butyl ester